(R)-N-(1-(4-(5-(tert-butyl)-1,2,4-oxadiazol-3-yl)phenyl)ethyl)pyrazin-2-amine C(C)(C)(C)C1=NC(=NO1)C1=CC=C(C=C1)[C@@H](C)NC1=NC=CN=C1